ethyl 6,7-difluoro-4-oxo-1-(propan-2-yl)-1,4-dihydroquinoline-3-carboxylate FC=1C=C2C(C(=CN(C2=CC1F)C(C)C)C(=O)OCC)=O